tert-butyl 4-((2-(difluoromethoxy)-6-methoxypyridin-3-yl)carbamoyl)-4-(2-isopropylphenyl)-2-oxopiperidine-1-carboxylate FC(OC1=NC(=CC=C1NC(=O)C1(CC(N(CC1)C(=O)OC(C)(C)C)=O)C1=C(C=CC=C1)C(C)C)OC)F